OC1=C(C(=O)O)C=CC(=C1)OC(C)=O 2-hydroxy-4-acetoxybenzoic acid